3-glycidoxypropyltri-(isobutoxy)silane C(C1CO1)OCCC[Si](OCC(C)C)(OCC(C)C)OCC(C)C